4-(4-(3,6-diazabicyclo[3.1.1]heptan-6-yl)-6-fluoro-2-(((2R,7aS)-2-fluorohexahydro-1H-pyrrolizin-7a-yl)methoxy)pyrido[2,3-d]pyrimidin-7-yl)-5-fluoronaphthalen-2-ol C12CNCC(N1C=1C3=C(N=C(N1)OC[C@]14CCCN4C[C@@H](C1)F)N=C(C(=C3)F)C3=CC(=CC1=CC=CC(=C31)F)O)C2